N-[1-[(2R,6S)-6-[[bis(4-methoxyphenyl)-phenyl-methoxy]methyl]-4-cyclohexyl-6-(triisopropylsilyloxymethyl)morpholin-2-yl]-2-oxo-pyrimidin-4-yl]benzamide COC1=CC=C(C=C1)C(OC[C@]1(O[C@H](CN(C1)C1CCCCC1)N1C(N=C(C=C1)NC(C1=CC=CC=C1)=O)=O)CO[Si](C(C)C)(C(C)C)C(C)C)(C1=CC=CC=C1)C1=CC=C(C=C1)OC